N1=CC(=CC=C1)C1CC2C(NOC2)CC1 5-(pyridin-3-yl)octahydrobenzo[c]isoxazole